Cl.CN(C(=O)C1CCS(CC1)(=O)=O)[C@H](C(F)(F)F)C1=CC=C(C=C1)NC=1C=NC2=CC=CN=C2C1CCC (S)-N-methyl-N-(2,2,2-trifluoro-1-(4-((4-propyl-1,5-naphthyridin-3-yl)amino)phenyl)ethyl)tetrahydro-2H-thiopyran-4-carboxamide 1,1-dioxide hydrochloride